C(=C)[C] vinylcarbon